C(C)(C)(C)OC(=O)N1CCC(CC1)C=1C=NC=C(C1)Cl 4-(5-Chloropyridin-3-yl)piperidine-1-carboxylic acid tert-butyl ester